N[C@H](C)CCCC (R)-2-aminohexane